2-[1-(2-chloropyrimidin-4-yl)pyrazol-4-yl]ethanol ClC1=NC=CC(=N1)N1N=CC(=C1)CCO